tert-butyl 2-(4-ethynylphenyl)-3-(pyridin-4-yl)-6,7-dihydropyrazolo[1,5-a]pyrazine-5(4H)-carboxylate C(#C)C1=CC=C(C=C1)C1=NN2C(CN(CC2)C(=O)OC(C)(C)C)=C1C1=CC=NC=C1